C(C1=CC=CC=C1)OCCN1CCC(CC1)(F)F 1-(2-benzyloxyethyl)-4,4-difluoro-piperidine